5'-methoxy-2',6-dimethyl-N-(6-(3-oxoprop-1-yn-1-yl)thiazolo[4,5-b]pyrazin-2-yl)-[4,4'-bipyridine]-3-carboxamide COC=1C(=CC(=NC1)C)C1=C(C=NC(=C1)C)C(=O)NC=1SC=2C(=NC=C(N2)C#CC=O)N1